nitro-methylketone [N+](=O)([O-])CC(=O)C[N+](=O)[O-]